OC(COC1=CC=C(C=C1)C(C)(C)C1=CC=C(C=C1)OCC(COC(C(=C)C)=O)O)COC(C(=C)C)=O 2,2-bis[4-(2-hydroxy-3-methacryloyloxypropoxy)-phenyl]propane